N-(5-(2-(((1r,4r)-4-aminocyclohexyl)amino)-8-ethylquinazolin-6-yl)-1H-pyrazol-3-yl)-2-chlorobenzene-sulfonamide NC1CCC(CC1)NC1=NC2=C(C=C(C=C2C=N1)C1=CC(=NN1)NS(=O)(=O)C1=C(C=CC=C1)Cl)CC